6-[1-(acetyloxyimino)ethyl]-9-ethyl-9H-carbazol-3-yl (2-methylphenyl) ketone CC1=C(C=CC=C1)C(=O)C=1C=CC=2N(C3=CC=C(C=C3C2C1)C(C)=NOC(C)=O)CC